ClC1=C2N=C(N(C2=NC(=N1)SC)C1=CC=C(C=C1)Cl)C1=C(C=CC=C1)Cl 6-chloro-8-(2-chlorophenyl)-9-(4-chlorophenyl)-2-(methylsulfanyl)-9H-purine